azabicyclo[3.1.0]hexane-6,6-d2 N12CCCC2C1([2H])[2H]